ONC(=N)C1=NC=C(C=N1)C(F)(F)F N-hydroxy-5-(trifluoromethyl)pyrimidine-2-carboximidamide